2-((1S,4S)-4-(6-fluoroquinolin-4-yl)cyclohexyl)propionamidine acetate C(C)(=O)O.FC=1C=C2C(=CC=NC2=CC1)C1CCC(CC1)C(C(=N)N)C